COC(=O)C=1C(=NC(=NC1C)[C@@H]1CC[C@H](CC1)C(C)(C)C)C (trans)-2-(4-tert-butylcyclohexyl)-4,6-dimethyl-pyrimidine-5-carboxylic acid methyl ester